C(C1=CC=CC=C1)OC=1C=C2CCC(=C(C2=CC1)C1=CC(=C(C=C1)N1CCC(CC1)C(OC)OC)F)C1=CCCC1 1-(4-(6-(Benzyloxy)-2-(cyclopent-1-en-1-yl)-3,4-dihydronaphthalen-1-yl)-2-fluorophenyl)-4-(dimethoxymethyl)piperidine